3,4,5,6-tetrahydrophthalic acid anhydride C1(C2=C(C(=O)O1)CCCC2)=O